C(C1=CC=CC=C1)(=O)NNC(C1=CC=CC=C1)=O N,N'-Dibenzoylhydrazin